3-chloro-1-(3-methyl-oxetan-3-yl)-4-nitro-1H-pyrazole ClC1=NN(C=C1[N+](=O)[O-])C1(COC1)C